N'-(3-ethyl-2-oxo-pyrrolidine-3-carbonyl)-2-[4-(pentafluoro-lambda6-sulfanyl)anilino]pyridine-3-carbohydrazide C(C)C1(C(NCC1)=O)C(=O)NNC(=O)C=1C(=NC=CC1)NC1=CC=C(C=C1)S(F)(F)(F)(F)F